1-(1H-Benzo[d]imidazol-5-yl)-5-(4-hydroxyphenyl)imidazolidin-2-on N1C=NC2=C1C=CC(=C2)N2C(NCC2C2=CC=C(C=C2)O)=O